OC1(CCN(CC1)C(CC(C(C)C)C1=CC=CC=C1)=O)CN1C=NC2=CC(=CC=C2C1=O)NC(C=CN1CCN(CC1)C)=O N-(3-((4-hydroxy-1-(4-methyl-3-phenylpentanoyl)piperidin-4-yl)methyl)-4-oxo-3,4-dihydroquinazolin-7-yl)-3-(4-methylpiperazin-1-yl)acrylamide